6-methyl-5-(1-morpholinoethyl)-1-(4-methoxyphenyl)indolizine-7-carboxylic acid CC1=C(N2C=CC(=C2C=C1C(=O)O)C1=CC=C(C=C1)OC)C(C)N1CCOCC1